[Si](C1=CC=CC=C1)(C1=CC=CC=C1)(C(C)(C)C)OC(C(=O)OCCCCCCCCOCC1=CC=CC=C1)CC(=O)OCCCCCCCCOCC1=CC=CC=C1 bis(8-(benzyloxy)octyl) 2-((tert-butyldiphenylsilyl)oxy)succinate